1-[2-(4-fluorophenyl)-3-(pyridin-4-yl)-6,7-dihydropyrazolo[1,5-a]pyrazin-5(4H)-yl]but-2-en-1-one FC1=CC=C(C=C1)C1=NN2C(CN(CC2)C(C=CC)=O)=C1C1=CC=NC=C1